N-bromo-N'-chloro-5,5-dimethylhydantoin BrN1C(=O)N(C(=O)C1(C)C)Cl